C(CCC)[Sn](C1=NC=2N(C=C1)N=CC2)(CCCC)CCCC 5-(tributylstannyl)pyrazolo[1,5-a]pyrimidine